C(C)(C)(C)OC(=O)N1CCC2(CC1)[C@H]([C@H]1O[C@H]1C2)O |r| rac-(1R,2R,5S)-2-hydroxy-6-oxaspiro[bicyclo[3.1.0]hexane-3,4'-piperidine]-1'-carboxylic acid tert-butyl ester